BrC1=NN=C(S1)N([C@@H]1[C@@H]([C@H]2CC[C@@H](C1)N2C(=O)OC(C)(C)C)F)C tert-butyl (1R,2R,3S,5S)-3-((5-bromo-1,3,4-thiadiazol-2-yl)(methyl)amino)-2-fluoro-8-azabicyclo[3.2.1]octane-8-carboxylate